1,4-bis(4-hydroxyphenyl)-2-cyclohexene OC1=CC=C(C=C1)C1C=CC(CC1)C1=CC=C(C=C1)O